1-(tert-butyl)-4-(3-chloro-5-(4,4,5,5-tetramethyl-1,3,2-dioxaborolane-2-yl)phenyl)piperazine C(C)(C)(C)N1CCN(CC1)C1=CC(=CC(=C1)B1OC(C(O1)(C)C)(C)C)Cl